8-(1-(tert-butyl)-3-(4-chloro-3-fluorophenyl)-1H-pyrrolo[2,3-b]pyridine-6-carbonyl)-2,8-diazaspiro[4.5]decan-1-one C(C)(C)(C)N1C=C(C=2C1=NC(=CC2)C(=O)N2CCC1(CCNC1=O)CC2)C2=CC(=C(C=C2)Cl)F